1-((2-((7-(8-chloronaphthalen-1-yl)-2-((hexahydro-1H-pyrrolizin-7a-yl)methoxy)-5,6,7,8-tetrahydropyrido[3,4-d]pyrimidin-4-yl)(methyl)amino)ethyl)sulfonyl)propan-2-ol ClC=1C=CC=C2C=CC=C(C12)N1CC=2N=C(N=C(C2CC1)N(CCS(=O)(=O)CC(C)O)C)OCC12CCCN2CCC1